4-(4-methylpiperazin-1-yl)-2-nitroaniline CN1CCN(CC1)C1=CC(=C(N)C=C1)[N+](=O)[O-]